N-(3-(difluoromethyl)-1-(1-(4-(2,6-dioxopiperidin-3-yl)-3-fluorobenzyl)piperidin-4-yl)-1H-pyrazol-4-yl)-2-(2-((2,2,2-trifluoroethyl)amino)pyridin-4-yl)oxazole-4-carboxamide FC(C1=NN(C=C1NC(=O)C=1N=C(OC1)C1=CC(=NC=C1)NCC(F)(F)F)C1CCN(CC1)CC1=CC(=C(C=C1)C1C(NC(CC1)=O)=O)F)F